fluorobutanesulfonic acid anion FC(CCC)S(=O)(=O)[O-]